(S)-2-((1-(2-(bis(3,5-dichlorophenyl)methylene)hydrazineyl)-1-oxopropan-2-yl)carbamoyl)-4-methoxypyridin-3-yl propionate C(CC)(=O)OC=1C(=NC=CC1OC)C(N[C@H](C(=O)NN=C(C1=CC(=CC(=C1)Cl)Cl)C1=CC(=CC(=C1)Cl)Cl)C)=O